CO\N=C(/C)\C1=NN(N=C1)C=1C(=NC=CN1)C(C)NC(C1=CC(=CC(=C1)C(F)(F)F)C(F)(F)F)=O N-[1-[3-[4-[(E)-N-methoxy-C-methyl-carbonimidoyl]triazol-2-yl]pyrazin-2-yl]ethyl]-3,5-bis(trifluoromethyl)benzamide